N-acetylpiperazine C(C)(=O)N1CCNCC1